OCC(C(=O)OCC1=CC=C(C=C1)OC)(C)C 4-methoxybenzyl 3-hydroxy-2,2-dimethylpropanoate